5-chloro-2-fluoro-4-(5-fluoro-3-(3-(trifluoromethyl)phenyl)-1H-indazol-1-yl)-N-(methylsulfonyl)benzamide ClC=1C(=CC(=C(C(=O)NS(=O)(=O)C)C1)F)N1N=C(C2=CC(=CC=C12)F)C1=CC(=CC=C1)C(F)(F)F